HEXAFLUOROANTIMONATE F[Sb-](F)(F)(F)(F)F